CN1N=C(C2=NC=CC=C21)C2=CC=C(C=C2)NC(=O)NCC2=CC=NC=C2 1-[4-(1-Methyl-1H-pyrazolo[4,3-b]pyridin-3-yl)-phenyl]-3-pyridin-4-ylmethyl-urea